2,3-difluoro-6-[(1-oxo-1λ5-pyrimidin-5-yl)oxy]-N,N-di(propan-2-yl)benzamide FC1=C(C(=O)N(C(C)C)C(C)C)C(=CC=C1F)OC=1C=NC=N(C1)=O